bromo-2-(2-bromophenoxy)butanoic acid methyl ester COC(C(CC)(OC1=C(C=CC=C1)Br)Br)=O